6-Chloro-N-(2,2,2-trifluoroethyl)pyridazin-3-amine ClC1=CC=C(N=N1)NCC(F)(F)F